NC\C=C(\CN1N=NC2=C1C=C(C=C2C2=C(C=CC(=C2)S(N(CC)CC)(=O)=O)OC)C(=O)NOC)/F (Z)-1-(4-amino-2-fluorobut-2-en-1-yl)-4-(5-(N,N-diethylsulfamoyl)-2-methoxyphenyl)-N-methoxy-1H-benzo[d][1,2,3]triazol-6-carboxamide